[(1R)-2-[2-[2-[5-[5-[tert-butyl(dimethyl)silyl]oxy-1-tetrahydropyran-2-yl-indazol-3-yl]-3-pyridyl]ethoxy]ethoxy]-1-methyl-ethyl] methanesulfonate CS(=O)(=O)O[C@@H](COCCOCCC=1C=NC=C(C1)C1=NN(C2=CC=C(C=C12)O[Si](C)(C)C(C)(C)C)C1OCCCC1)C